OC=1C=C(C2=C(OC(OC2=O)(C2=CC=C(C=C2)C)CC(C)=O)C1C=1C=C(C=CC1)C)CCCCC 7-hydroxy-2-(2-oxopropyl)-5-pentyl-8-(m-tolyl)-2-(p-tolyl)-4H-benzo[d][1,3]dioxin-4-one